C(CS(=O)(=O)OCC)S(=O)(=O)OCC diethyl 1,2-ethanedisulfonate